3-chloro-N-{4-[2-(4-chloro-3-fluorophenoxy)acetylamino]-3-hydroxybicyclo[2.2.2]octan-1-yl}-1,2-oxazole-5-carboxamide ClC1=NOC(=C1)C(=O)NC12CC(C(CC1)(CC2)NC(COC2=CC(=C(C=C2)Cl)F)=O)O